FC(C=1C=C(N2N=C(N=CC21)N[C@H]2[C@@H](COCC2)O)C2=NC=C(C=C2)[C@@H](C(F)(F)F)C)(F)F (3S,4R)-4-((5-(trifluoromethyl)-7-(5-((S)-1,1,1-trifluoropropan-2-yl)pyridin-2-yl)pyrrolo[2,1-f][1,2,4]triazin-2-yl)amino)tetrahydro-2H-pyran-3-ol